potassium sodium cesium antimony [Sb].[Cs].[Na].[K]